9-(((2-(4-cyclopropyl-6-methoxypyrimidin-5-yl)imidazo[2,1-f][1,2,4]triazin-4-yl)amino)methyl)-2-(trifluoromethyl)-6,7-dihydro-5H-benzo[c]imidazo[1,2-a]azepin-7-ol C1(CC1)C1=NC=NC(=C1C1=NN2C(C(=N1)NCC1=CC3=C(C=4N(CCC3O)C=C(N4)C(F)(F)F)C=C1)=NC=C2)OC